C(#N)[C@H](CC1=C(C=C(C=C1)C1=CC2=C(S(CC2)(=O)=O)C=C1)F)NC(=O)[C@H]1OCCCN(C1)C(=O)OC(C)(C)C tert-butyl (S)-2-(((S)-1-cyano-2-(4-(1,1-dioxido-2,3-dihydrobenzo[b]thiophen-5-yl)-2-fluorophenyl) ethyl)carbamoyl)-1,4-oxazepane-4-carboxylate